(S)-5-((((6-(2-chloro-3-(3-chloro-2-(1-methyl-3-(((((S)-oxetan-2-yl)methyl)amino)methyl)-1H-indol-6-yl)pyridin-4-yl)phenyl)-2-methoxypyridin-3-yl)methyl)amino)methyl)pyrrolidin-2-one ClC1=C(C=CC=C1C1=C(C(=NC=C1)C1=CC=C2C(=CN(C2=C1)C)CNC[C@H]1OCC1)Cl)C1=CC=C(C(=N1)OC)CNC[C@@H]1CCC(N1)=O